N-(2,4-dichlorophenyl)-2-(3-(4-methoxyphenyl)-6-oxopyridazin-1(6H)-yl)acetamide ClC1=C(C=CC(=C1)Cl)NC(CN1N=C(C=CC1=O)C1=CC=C(C=C1)OC)=O